1-(4-Fluorobenzyl)-3-(thiazol-2-yl)urea hydrochloride Cl.FC1=CC=C(CNC(=O)NC=2SC=CN2)C=C1